N-[3-[5-[1-(2-bromoethyl)pyrazol-4-yl]oxy-2-(difluoromethoxy)phenyl]-1-methyl-pyrazol-4-yl]pyrazolo[1,5-a]pyrimidine-3-carboxamide BrCCN1N=CC(=C1)OC=1C=CC(=C(C1)C1=NN(C=C1NC(=O)C=1C=NN2C1N=CC=C2)C)OC(F)F